1,3-di-o-cumenyl-2-propionylguanidine C1(=C(C=CC=C1)NC(=NC(CC)=O)NC1=C(C=CC=C1)C(C)C)C(C)C